O[C@@H]1[C@H](O)[C@@H](O)[C@H](O)[C@H](O1)CO α-Glucose